tert-butyl (3S)-4-(7-(3,3-difluorocyclohexyl)-5-(pyrrolidin-1-yl)-7H-pyrrolo[2,3-d]pyrimidin-4-yl)-3-methylpiperazine-1-carboxylate FC1(CC(CCC1)N1C=C(C2=C1N=CN=C2N2[C@H](CN(CC2)C(=O)OC(C)(C)C)C)N2CCCC2)F